10-(4-(dimethylamino)-2-ethoxyphenyl)-2,3,9,10-tetrahydro-[1,4]dioxino[2,3-f]quinolin-8(7H)-one CN(C1=CC(=C(C=C1)C1CC(NC2=CC=C3C(=C12)OCCO3)=O)OCC)C